N(=NC(=O)OC)C(=O)OC Dimethyl azodicarboxylate